2-(5-bromopyrazin-2-yl)-2-[(diphenylmethylidene)amino]acetonitrile BrC=1N=CC(=NC1)C(C#N)N=C(C1=CC=CC=C1)C1=CC=CC=C1